C(=C)OC(C)=O acetic acid Vinyl Ester